9-chloro-6-((4,6-dimethyl-2-oxo-1,2-dihydropyridin-3-yl)methyl)-2-(cis-3-(dimethylamino)cyclohexyl)-2,4-dimethyl-7,8-dihydro-[1,3]dioxolo[4,5-g]isoquinolin-5(6H)-one ClC=1C=2CCN(C(C2C(=C2C1OC(O2)(C)[C@@H]2C[C@@H](CCC2)N(C)C)C)=O)CC=2C(NC(=CC2C)C)=O